ethyl (2R)-3-(3-bromophenyl)-2-hydroxypropanoate BrC=1C=C(C=CC1)C[C@H](C(=O)OCC)O